C(=O)[O-].BrC1=C(C(=C(C(=C1OC)OC)O)C)CCCCCCCCCC[P+](C1=CC=CC=C1)(C1=CC=CC=C1)C1=CC=CC=C1 (10-(2-bromo-5-hydroxy-3,4-dimethoxy-6-methylphenyl)decyl)triphenylphosphonium formate